C1(CC1)C(=O)NC=1C=C2C=CN=CC2=CN1 6-(cyclopropanecarboxamido)-2,7-naphthyridine